C(C1=CC=CC=C1)OC(=O)N1CC(N(CCC1)C(=O)C1=NN(C=2C3=C(CCC12)C=C(C(=C3)C=3C=NC=C(C3)C(N)=O)OC)C3=CC(=CC(=C3)Cl)Cl)(C)C Benzyl-4-[8-(5-carbamoyl-3-pyridyl)-1-(3,5-dichlorophenyl)-7-methoxy-4,5-dihydrobenzo[g]indazole-3-carbonyl]-3,3-dimethyl-1,4-diazepane-1-carboxylate